ammonium (2R,3R,4R,5R)-4-((tert-butyldimethylsilyl)oxy)-2-(hydroxymethyl)-5-(2-isobutyramido-6-oxo-1,6-dihydro-9H-purin-9-yl)tetrahydrofuran-3-yl phosphonate P(O[C@@H]1[C@H](O[C@H]([C@@H]1O[Si](C)(C)C(C)(C)C)N1C=2N=C(NC(C2N=C1)=O)NC(C(C)C)=O)CO)([O-])=O.[NH4+]